(E)-6-Nonenal C(CCCC\C=C\CC)=O